1,2,5-triazepan N1NCCNCC1